2-methyl-3-ethyl-1,4-cyclohexanedicarboxylic acid CC1C(CCC(C1CC)C(=O)O)C(=O)O